BrC1=CC=C(S1)C(=O)CC#N 2-(5-bromo-2-thenoyl)-acetonitrile